1-(3,4-dichlorobenzyl)-5-octylbiguanide ClC=1C=C(CNC(=N)NC(=N)NCCCCCCCC)C=CC1Cl